tert-butyl 3'-[(3-{[(benzyloxy)carbonyl]amino}-2-fluorophenyl)methyl]-7'-hydroxy-2'-oxo-2',3'-dihydrospiro[azetidine-3,4'-[1,3]benzoxazine]-1-carboxylate C(C1=CC=CC=C1)OC(=O)NC=1C(=C(C=CC1)CN1C(OC2=C(C13CN(C3)C(=O)OC(C)(C)C)C=CC(=C2)O)=O)F